(R)-(2-(5-(1-aminoethyl)thiophen-2-yl)benzyl)(methyl)carbamic acid (R)-tert-butyl ester C(C)(C)(C)OC(N(C)CC1=C(C=CC=C1)C=1SC(=CC1)[C@@H](C)N)=O